tert-butyl 3-bromo-7-cyano-2-methylindole-1-carboxylate BrC1=C(N(C2=C(C=CC=C12)C#N)C(=O)OC(C)(C)C)C